2-((3-Methoxyphenyl)ethynyl)-1,3-dithiane COC=1C=C(C=CC1)C#CC1SCCCS1